2,2,5,5-tetramethyl-N-[5-(2-methyl-4-oxo-3H-quinazolin-7-yl)-1,3-thiazol-2-yl]oxolane-3-carboxamide CC1(OC(CC1C(=O)NC=1SC(=CN1)C1=CC=C2C(NC(=NC2=C1)C)=O)(C)C)C